2-(5-Bromo-1,3,4-thiadiazol-2-yl)-N-((1S,2R)-1-cyano-2-methylcyclopropyl)-4-(4-isobutyrylpiperazin-1-yl)-2H-indazole-6-sulfonamide BrC1=NN=C(S1)N1N=C2C=C(C=C(C2=C1)N1CCN(CC1)C(C(C)C)=O)S(=O)(=O)N[C@@]1([C@@H](C1)C)C#N